N[C@@H]1[C@@H](CCC1)C1=C(C=CC=C1)Cl (1S,2S)-2-aminocyclopentylphenyl chloride